FC(C(=O)N[C@@H]1CN(CC1)C(=O)OCCCC)(F)F butyl (s)-3-(2,2,2-trifluoroacetamido)pyrrolidine-1-carboxylate